ClC1=C(C=C(N=N1)C(C(=O)N)C1=C(C=CC=C1Cl)Cl)N1CCOCC1 2-(6-chloro-5-morpholinylpyridazin-3-yl)-2-(2,6-dichlorophenyl)acetamide